C1(=CC=CC=C1)NC1=NC=CC(=C1)C=1C=C2C(=NNC2=CC1)N 5-(2-(phenylamino)pyridine-4-yl)-1H-indazol-3-amine